(6-methyl-5-vinyl pyrimidin-4-yl) piperazine-1-carboxylate N1(CCNCC1)C(=O)OC1=NC=NC(=C1C=C)C